(S)-1'-(5-(thieno[3,2-b]pyridin-7-ylthio)-1H-imidazo[4,5-b]pyrazin-2-yl)-1,3-dihydrospiro[indene-2,4'-piperidin]-1-amine S1C=CC2=NC=CC(=C21)SC=2N=C1C(=NC2)NC(=N1)N1CCC2(CC1)[C@@H](C1=CC=CC=C1C2)N